C(C)(C)(C)OC(C(CCC)N1C(C=C(C(=C1)OC)C1=C(C=CC(=C1)Cl)N1C=NC(=C1)F)=O)=O {4-[5-chloro-2-(4-fluoro-1H-imidazol-1-yl)phenyl]-5-methoxy-2-oxopyridin-1(2H)-yl}pentanoic acid tert-butyl ester